5-(1-methyl-1-ethylpentyl)-4-hydroxy-2-methylbenzoic acid, sodium salt [Na+].CC(CCCC)(CC)C=1C(=CC(=C(C(=O)[O-])C1)C)O